2,2,2-trichloroethyl (3-((tert-butyldimethylsilyl)oxy)-2-((1-methyl-1H-pyrazol-4-yl)methyl)propyl)carbamate [Si](C)(C)(C(C)(C)C)OCC(CNC(OCC(Cl)(Cl)Cl)=O)CC=1C=NN(C1)C